NC=1N=NC(=CC1N1CC(N(CC1)C(=O)OC(C)(C)C)C)Cl Tert-butyl 4-(3-amino-6-chloropyridazin-4-yl)-2-methylpiperazine-1-carboxylate